3-chloro-5-(2-(4-((2-(5-(piperidin-4-ylmethyl)hexahydropyrrolo[3,4-c]pyrrol-2(1H)-yl)pyrimidin-4-yl)methoxy)phenyl)propan-2-yl)benzonitrile ClC=1C=C(C#N)C=C(C1)C(C)(C)C1=CC=C(C=C1)OCC1=NC(=NC=C1)N1CC2CN(CC2C1)CC1CCNCC1